(6Z)-N8-(cis-4-aminocyclohexyl)-6-(2-methoxyethoxyimino)-5,5-dimethyl-benzo[h]quinazoline-4,8-diamine N[C@H]1CC[C@H](CC1)NC=1C=CC2=C(\C(\C(C=3C(=NC=NC23)N)(C)C)=N/OCCOC)C1